benzyl phosphate P(=O)(OCC1=CC=CC=C1)([O-])[O-]